CC(C)(C)[S@](=O)/N=C/C=1N=CSC1 (S,E)-2-methyl-N-(thiazol-4-ylmethylene)propane-2-sulfinamide